cadmium-indium-tin [Sn].[In].[Cd]